CC1=CC(=O)[C@H]([C@]2([C@H]1C[C@@H]3[C@]45[C@@H]2[C@@]([C@@H](C(=C)[C@@]4([C@H](C(=O)O3)O)O)O)(OC5)O)C)O The molecule is a quassinoid isolated from Eurycoma longifolia and has been shown to exhibit antineoplastic and antimalarial activties. It has a role as a metabolite, an antimalarial and an antineoplastic agent. It is a quassinoid, a delta-lactone, a cyclic ether, an enone, an organic heteropentacyclic compound, a secondary alcohol, a tertiary alcohol, a pentol and a secondary alpha-hydroxy ketone.